C(C)OC(C1=NC(=CC=C1)C1N(CCC1)C1=C(C=C(C=C1)C(F)(F)F)Cl)=O 6-(1-(2-Chloro-4-(trifluoromethyl)phenyl)pyrrolidin-2-yl)picolinic acid ethyl ester